C(C)OC1CCC(CC1)N1N=C(C(=C1)NC(=O)C=1N=C(SC1)C=1C=NNC1)C1=NC=CC=C1 N-(1-((1r,4r)-4-ethoxycyclohexyl)-3-(pyridin-2-yl)-1H-pyrazol-4-yl)-2-(1H-pyrazol-4-yl)thiazole-4-carboxamide